6-(4-chlorophenyl)-2-(3-fluorophenyl)-N-(2-hydroxy-3-methylbutyl)-3-oxo-2,3-dihydropyridazine-4-carboxamide ClC1=CC=C(C=C1)C=1C=C(C(N(N1)C1=CC(=CC=C1)F)=O)C(=O)NCC(C(C)C)O